C1(=CC=CC=C1)C=1N=C2C=CC(=NC2=CC1C1=CC=CC=C1)NC(=O)NC[C@@H](CC)O (R)-1-(6,7-diphenyl-1,5-naphthyridin-2-yl)-3-(2-hydroxybutyl)urea